(3R,4R)-3-[(1R)-1-(4-bromophenyl)ethyl]-3,4-dimethylpyrrolidine-2,5-dione BrC1=CC=C(C=C1)[C@@H](C)[C@]1(C(NC([C@@H]1C)=O)=O)C